ICCCCCCOCCOCCNC(OCC1=CC=CC=C1)=O benzyl (2-(2-((6-iodohexyl)oxy)ethoxy)ethyl)carbamate